4,6-di-tertiary butyl-2-ethyl-phenol C(C)(C)(C)C1=CC(=C(C(=C1)C(C)(C)C)O)CC